N[C@@H]1C[C@H](N(C1)C(=O)C=1N=C2N(C=C(C=C2)Cl)C1)C=1SC=C(N1)C(=O)N[C@H](C(=O)N)CCCCNC(=N)N 2-((2S,4R)-4-Amino-1-(6-chloroimidazo[1,2-a]pyridin-2-carbonyl)pyrrolidin-2-yl)-N-((S)-1-amino-6-guanidino-1-oxohexan-2-yl)thiazol-4-carboxamid